3-[3-cyclopentylsulfanyl-5-[[3-methyl-4-(4-methylsulfonylphenyl)phenoxy]methyl]-1,2,4-triazol-4-yl]pyridine C1(CCCC1)SC1=NN=C(N1C=1C=NC=CC1)COC1=CC(=C(C=C1)C1=CC=C(C=C1)S(=O)(=O)C)C